4-(Difluoromethyl)-2-hydroxybenzonitrile FC(C1=CC(=C(C#N)C=C1)O)F